Methyl 3-(3-((4-chlorophenyl)sulfonyl)azetidin-1-yl)-2-(1H-pyrrol-1-yl)benzoate ClC1=CC=C(C=C1)S(=O)(=O)C1CN(C1)C=1C(=C(C(=O)OC)C=CC1)N1C=CC=C1